6-[(3,5-difluoropyridin-2-yl)methyl]-N4-(5-methyl-1H-pyrazol-3-yl)-1-(tetrahydro-2H-pyran-4-yl)-1H-pyrazolo[3,4-d]pyrimidine-4,6-diamine FC=1C(=NC=C(C1)F)CC1(N=C(C=2C(=N1)N(NC2)C2CCOCC2)NC2=NNC(=C2)C)N